2-(4-Oxocyclohexyl)hydrazinecarboxylic acid benzyl ester C(C1=CC=CC=C1)OC(=O)NNC1CCC(CC1)=O